(2-(methylcarbamoyl)-5,6-dinitro-2,3-dihydro-1H-inden-2-yl)carbamic acid tert-butyl ester C(C)(C)(C)OC(NC1(CC2=CC(=C(C=C2C1)[N+](=O)[O-])[N+](=O)[O-])C(NC)=O)=O